[3-(2,2-dimethylpropanoylamino)-5-(trifluoromethyl)pyridin-2-yl]methyl 5-(4-sulfamoylpiperidine-1-carbonyl)-1,3-dihydroisoindole-2-carboxylate S(N)(=O)(=O)C1CCN(CC1)C(=O)C=1C=C2CN(CC2=CC1)C(=O)OCC1=NC=C(C=C1NC(C(C)(C)C)=O)C(F)(F)F